6-((7-(butylamino)-3-iodo-5-((methoxycarbonyl)amino)-1H-pyrazolo[4,3-d]Pyrimidin-1-yl)methyl)-5-methoxy-3',6'-dihydro-[3,4'-bipyridine]-1'(2'H)-carboxylic acid tert-butyl ester C(C)(C)(C)OC(=O)N1CCC(=CC1)C=1C=NC(=C(C1)OC)CN1N=C(C=2N=C(N=C(C21)NCCCC)NC(=O)OC)I